CNC(=O)C1=CC2=C(CNC2)S1 N-methyl-5,6-dihydro-4H-thieno[2,3-c]pyrrole-2-carboxamide